N[C@@H](C1=C(C=C(C(=C1)Cl)Cl)O)C1CCN(CC1)C(=O)C1CC(C1)O 2-[(R)-amino([1-[(1R,3R)-3-hydroxycyclobutanecarbonyl]piperidin-4-yl])methyl]-4,5-dichlorophenol